C(C)O[Si](O[Si](OCC)(OCC)CCCN(C)CCC)(OCC)CCCN(C)CCC 3,3'-(1,1,3,3-tetraethoxydisiloxane-1,3-diyl)bis(N,N-dipropylmethan-1-amine)